1-(4-((6-(1-methyl-1H-pyrazol-4-yl)pyrazolo[1,5-a]pyrazin-4-yl)methyl)-1,4-diazepan-1-yl)prop-2-en-1-one CN1N=CC(=C1)C=1N=C(C=2N(C1)N=CC2)CN2CCN(CCC2)C(C=C)=O